C(C=C)C(C=O)(\C=C\CC)CC (E)-2-ALLYL-2-ETHYLHEX-3-ENAL